ClC1=C(C=CC=C1)[C@@H](OC=1C=NC(=NC1)C(=O)N[C@H](C)\C=C\S(=O)(=O)C)[C@@H]1OCCC1 5-((R)-(2-chlorophenyl)((R)-tetrahydrofuran-2-yl)methoxy)-N-((R,E)-4-(methylsulfonyl)but-3-en-2-yl)pyrimidine-2-carboxamide